N-(2,2-difluoroethyl)-2-[6-(1-{[(2S,5R)-5-ethylsulfonylaminooxan-2-yl]methyl}azetidin-3-yl)-3-methylimidazo[1,5-a]pyridin-8-yl]-5-fluoro-N-(isopropyl)benzamide FC(CN(C(C1=C(C=CC(=C1)F)C=1C=2N(C=C(C1)C1CN(C1)C[C@H]1OC[C@@H](CC1)NS(=O)(=O)CC)C(=NC2)C)=O)C(C)C)F